(R,E)-3-(5-(2-(2,5-difluorophenyl)pyrrolidin-1-yl)pyrazolo[1,5-a]pyrimidin-3-yl)-1-morpholinoprop-2-en-1-one FC1=C(C=C(C=C1)F)[C@@H]1N(CCC1)C1=NC=2N(C=C1)N=CC2/C=C/C(=O)N2CCOCC2